(2R,3R,4S,5R,6R)-2-(hydroxymethyl)-5-methoxy-6-((3-(1-methylcyclopentyl)isoxazol-5-yl)methyl)-4-(4-(3,4,5-trifluorophenyl)-1H-1,2,3-triazol-1-yl)tetrahydro-2H-pyran-3-ol OC[C@H]1O[C@@H]([C@@H]([C@H]([C@H]1O)N1N=NC(=C1)C1=CC(=C(C(=C1)F)F)F)OC)CC1=CC(=NO1)C1(CCCC1)C